1-(((2S)-4-((3-cyano-1-azetidinyl)sulfonyl)-2-piperazinyl)carbonyl)-N-(3-fluoro-4-methylbenzyl)-D-prolinamide C(#N)C1CN(C1)S(=O)(=O)N1C[C@H](NCC1)C(=O)N1[C@H](CCC1)C(=O)NCC1=CC(=C(C=C1)C)F